ClC1=CC=2N=C3C(=NC2C=C1)C1=CC=CC=C1C3 8-chloro-11H-indeno[1,2-b]quinoxalin